6-{[(1S)-1-phenylethyl]amino}-3-(prop-2-yl)-1,2,3,4-tetrahydropyrimidine-2,4-dione C1(=CC=CC=C1)[C@H](C)NC1=CC(N(C(N1)=O)C(C)C)=O